O=C(CCCCCC(=O)O)OC(CCCC=C)CCCC=C 7-Oxo-7-(undeca-1,10-dien-6-yloxy)heptanoic acid